tert-butyl 4-[5-[(E)-3-methoxy-3-oxo-prop-1-enyl]-1-methyl-imidazol-2-yl]-3-oxo-piperazine-1-carboxylate COC(/C=C/C1=CN=C(N1C)N1C(CN(CC1)C(=O)OC(C)(C)C)=O)=O